N[C@@H](CC(C(F)(F)F)(C)C)C1=NC2=C(N1)C=CC(=C2)C#N (s)-2-(1-amino-4,4,4-trifluoro-3,3-dimethylbutyl)-1H-benzo[d]imidazole-5-carbonitrile